C(C)C(N(C1=CC=CC=C1)C)C(=O)[O-] ethylmethylphenyl-glycinate